CC(COCCN)(O)C dimethyl-2-(2-aminoethoxy)ethanol